BrC1=CC(=C(C(=O)NCCN(C)C)C(=C1)C)C 4-bromo-N-(2-(dimethylamino)ethyl)-2,6-dimethylbenzamide